N1N=C(C2=CC=CC=C12)C=1N=C(C2=C(N1)C=CC=N2)N2CCOCC2 4-[2-(1H-indazol-3-yl)pyrido[3,2-d]pyrimidin-4-yl]morpholine